F[C@H]1CN(CC1)[C@H]1COC2=CC=CC=C2[C@@H]1N (3R,4S)-3-((R)-3-fluoropyrrolidin-1-yl)chroman-4-amine